C(C1=CC=C(C(=O)O)C=C1)(=O)O.C(CCCCCCCCCC)N.C(CCCCCCCCCC)N bis(n-undecylamine) terephthalate salt